tert-Butyl 4-(4-(2,4-dioxo-3-((2-(trimethylsilyl)ethoxy)methyl)tetrahydropyrimidin-1(2H)-yl)-1H-pyrrolo[3,2-c]pyridin-1-yl)piperidine-1-carboxylate O=C1N(CCC(N1COCC[Si](C)(C)C)=O)C1=NC=CC2=C1C=CN2C2CCN(CC2)C(=O)OC(C)(C)C